CC=1C(=C(C=C(C1)C)O)C1=NC=2N(C(=C1)C)N=C(N2)N[C@H]2CN(CCC2)C (R)-3,5-dimethyl-2-(7-methyl-2-((1-methylpiperidin-3-yl)amino)-[1,2,4]triazolo[1,5-a]pyrimidin-5-yl)phenol